Gallium(III)-oxid [O-2].[Ga+3].[O-2].[O-2].[Ga+3]